O=C1N(CCCC1)CC1=NOC=N1 ((2-oxopiperidin-1-yl)methyl)-1,2,4-oxadiazol